(trifluoromethyl)-7H-pyrrolo[3,4-b]pyridin-5-one FC(F)(F)C1=CC=C2C(=N1)CNC2=O